CC1=NC=C(N=C1C)CC 2,3-dimethyl-5-ethyl-pyrazine